C(C)C1=C(C=CC(=C1)C1CCC(CC1)CCCCC)C1=CC=C(C=C1)CCCS 3-(2'-ethyl-4'-(4-pentylcyclohexyl)-[1,1'-biphenyl]-4-yl)propane-1-thiol